ClC1=C(C=C(C(=O)N(C)[C@@H](C)C2=NNC(C3=CC(=C(C=C23)F)F)=O)C=C1)F (S)-4-chloro-N-(1-(6,7-difluoro-4-oxo-3,4-dihydrophthalazin-1-yl)ethyl)-3-fluoro-N-methylbenzamide